1-(4-bromo-3-fluorobenzyl)imidazolin-2-imine Hydrobromide Br.BrC1=C(C=C(CN2C(NCC2)=N)C=C1)F